N-methyldiphenylamine CN(C1=CC=CC=C1)C1=CC=CC=C1